1-(3-Methyl-4-hydroxyphenyl)-3,3-bis(4-hydroxyphenyl)butane CC=1C=C(C=CC1O)CCC(C)(C1=CC=C(C=C1)O)C1=CC=C(C=C1)O